3-[4-(3,3-difluoro-4-piperidinyl)-2,5-difluoro-phenyl]piperidine-2,6-dione FC1(CNCCC1C1=CC(=C(C=C1F)C1C(NC(CC1)=O)=O)F)F